N-(4-(1-(3-bromobenzoyl)-3-methyl-1,2,3,6-tetrahydropyridin-4-yl)-1H-pyrrolo[2,3-b]pyridin-6-yl)cyclopropylcarboxamide BrC=1C=C(C(=O)N2CC(C(=CC2)C2=C3C(=NC(=C2)NC(=O)C2CC2)NC=C3)C)C=CC1